C(C1=CC=CC=C1)C=1C=CC=C2CCC(OC12)CN1CCN(CC1)C 1-((8-benzylchroman-2-yl)methyl)-4-methylpiperazine